6-methoxy-7-methylquinolin-1-ium-1-olate COC=1C=C2C=CC=[N+](C2=CC1C)[O-]